C(C)(C)SC1=NC=CC=C1 (Isopropylthio)Pyridine